FC(C=1C=C(C=C(C1)C(F)(F)F)C1=CC=NC=2N1N=C(C2C2=NC=1C(=NC=C(C1)C(F)(F)F)N2C)SCC)(F)F 2-(7-(3,5-bis(trifluoromethyl)phenyl)-2-(ethylthio)pyrazolo[1,5-a]pyrimidin-3-yl)-3-methyl-6-(trifluoromethyl)-3H-imidazo[4,5-b]pyridine